2-acetyl-6-(4-chlorobenzyl)-9-(4-(difluoromethoxy)-phenyl)-2,6,9-triazaspiro-[4.5]decane-7,10-dione C(C)(=O)N1CC2(CC1)N(C(CN(C2=O)C2=CC=C(C=C2)OC(F)F)=O)CC2=CC=C(C=C2)Cl